1-chloro-3,3-diethyl-1,3-disilacyclohexane Cl[SiH]1C[Si](CCC1)(CC)CC